BrC1=C2CCCN(C2=CC=C1)C1=NC=2N(C3=CC=C(C=C13)F)C(=NN2)C 5-(5-bromo-3,4-dihydro-2H-quinolin-1-yl)-7-fluoro-1-methyl-[1,2,4]triazolo[4,3-a]quinazoline